[V](Cl)(Cl)(Cl)Cl VANADIUM TETRACHLORIDE